octylbenzenesulfonic acid sodium salt [Na+].C(CCCCCCC)C1=C(C=CC=C1)S(=O)(=O)[O-]